C(C1=CC=CC=C1)(=O)NC=1C=C(C=CC1)NC(=O)N1CCN(CC1)C1=NC=CN=C1 N-(3-benzoylaminophenyl)-4-(pyrazin-2-yl)piperazine-1-carboxamide